COC(=O)C1=CC=C(O1)C=1OC(=CC1)C(=O)OC dimethyl-2,2'-bifuran-5,5'-dicarboxylate